(1S,3S,5R)-5-((2-acetamidoethoxy)methyl)-2-((4-phenoxybenzoyl)glycyl)-2-azabicyclo[3.1.0]Hexane-3-carboxylic acid C(C)(=O)NCCOC[C@@]12C[C@H](N([C@H]2C1)C(CNC(C1=CC=C(C=C1)OC1=CC=CC=C1)=O)=O)C(=O)O